ClC1=CC(=C(C=C1)C1=C(N(N=N1)C)CN1N=CC(=CC1=O)N1CC(C1)OC1=NC(=NC=C1)C)F 2-[[5-(4-chloro-2-fluoro-phenyl)-3-methyl-triazol-4-yl]methyl]-5-[3-(2-methylpyrimidin-4-yl)oxyazetidin-1-yl]pyridazin-3-one